FCCCN1C[C@H](CC1)OC1=CC=C(C=C1)C1=C(CCC=2C=CC(=CC12)O)C1=CC=C(C=C1)SC(F)(F)F 8-[4-[(3S)-1-(3-Fluoropropyl)pyrrolidin-3-yl]oxyphenyl]-7-[4-(trifluoromethylsulfanyl)phenyl]-5,6-dihydronaphthalin-2-ol